ClC1=NC=C2C(CCN(C2=C1)C1CC1)=O 7-chloro-1-cyclopropyl-1,2,3,4-tetrahydro-1,6-naphthyridin-4-one